C(C)(C)N1N=CC(=C1)C1=NC(=NC=C1)N 4-(1-isopropyl-1H-pyrazole-4-yl)pyrimidine-2-amine